FC(C(C(F)(F)F)(C(F)(F)F)F)(OC(C(C(C(F)(F)F)(F)F)(F)F)(F)F)F 1-(1,1,2,3,3,3-hexafluoro-2-(trifluoromethyl)propoxy)-1,1,2,2,3,3,4,4,4-nonafluorobutane